OC1=CC=C(C=2CCCCC12)CC1=C(C=C(OCOP(O)(O)=O)C=C1C)C ((4-((4-hydroxy-5,6,7,8-tetrahydronaphthalen-1-yl)methyl)-3,5-dimethylphenoxy)methyl)phosphoric acid